CNC(=NC#N)NCCSCC=1N=CNC1C 1-methyl-2-cyano-3-[2-[[(5-methylimidazol-4-yl)methyl]thio]ethyl]guanidine